(S)-N-(7-((3-hydroxyoxetan-3-yl)ethynyl)-5-methyl-4-oxo-2,3,4,5-tetrahydrobenzo[b][1,4]oxazepin-3-yl)-4-((6-methylpyridin-2-yl)oxy)picolinamide OC1(COC1)C#CC1=CC2=C(OC[C@@H](C(N2C)=O)NC(C2=NC=CC(=C2)OC2=NC(=CC=C2)C)=O)C=C1